5-(7-ethyl-1-fluoro-3,6-dihydroxynaphthalen-2-yl)-1λ6,2,5-thiadiazolidine-1,1,3-trione C(C)C1=C(C=C2C=C(C(=C(C2=C1)F)N1CC(NS1(=O)=O)=O)O)O